OC1C2C(C2CCC1)C(=O)OCC ethyl 2-hydroxybicyclo[4.1.0]heptane-7-carboxylate